2-(aminocarbonylmethyl)phenylboronic acid NC(=O)CC1=C(C=CC=C1)B(O)O